CC=1SC=C(N1)NC1=NC=CC(=C1)C1=CC(NC(=C1)N1C(COCC1)C(F)(F)F)=O 4-[2-[(2-methylthiazol-4-yl)amino]-4-pyridinyl]-6-[3-(trifluoromethyl)morpholin-4-yl]-1H-pyridin-2-one